1-[4-(4-morpholinophenyl)phenyl]-1-butanone O1CCN(CC1)C1=CC=C(C=C1)C1=CC=C(C=C1)C(CCC)=O